methyl 2-(ethoxyphosphoryl)acetate C(C)OP(=O)=CC(=O)OC